acetophenone-O-2-tetrahydropyranyloxime O1C(CCCC1)ON=C(C)C1=CC=CC=C1